methyl 3-[(3-{[(1R,2S)-2-fluorocyclopropyl] carbamoyl}-8-(methylamino) imidazo[1,2-b]pyridazin-6-yl) amino]-2-oxo-[1,2'-bipyridine]-5'-carboxylate F[C@@H]1[C@@H](C1)NC(=O)C1=CN=C2N1N=C(C=C2NC)NC=2C(N(C=CC2)C2=NC=C(C=C2)C(=O)OC)=O